1-(tert-butyl)-3-(3-((4-chlorobenzyl)oxy)-4-((2,2,2-trifluoroethyl)sulfonamido)phenyl)-5-((5-(trifluoromethyl)pyrazin-2-yl)amino)-1H-pyrazole-4-carboxamide C(C)(C)(C)N1N=C(C(=C1NC1=NC=C(N=C1)C(F)(F)F)C(=O)N)C1=CC(=C(C=C1)NS(=O)(=O)CC(F)(F)F)OCC1=CC=C(C=C1)Cl